tin (IV) t-butoxide CC(C)(C)[O-].[Sn+4].CC(C)(C)[O-].CC(C)(C)[O-].CC(C)(C)[O-]